FC1CN(CCC1OC1=CC=C(C=C1)[N+](=O)[O-])C 3-fluoro-1-methyl-4-(4-nitrophenoxy)piperidine